β-cyclopropylstyrene C1(CC1)C=CC1=CC=CC=C1